O1CCN(CC1)C1=CC=CC=2NC=NC21 4-morpholino-1H-benzo[d]imidazole